O1CC(C1)N (oxetan-3-yl)amine